O1C2=C(OCC1)C=C(C=C2)C=2C(=C(COC1=CC(=C(C=O)C=C1)F)C=CC2)C 4-((3-(2,3-dihydrobenzo[b][1,4]dioxin-6-yl)-2-methylbenzyl)oxy)-2-fluorobenzaldehyde